C(C)C1=C(C=CC=C1)CN1[C@@H](CCC1=O)CC(=O)N[C@H](CC(=O)O)[C@@H](CC)C (2R,3R)-2-[[2-[(2S)-1-[(2-ethylphenyl)methyl]-5-oxopyrrolidine-2-yl]acetyl]amino]-3-methylpentanecarboxylic acid